1-(2-(1H-imidazol-2-yl)phenyl)tetrahydropyrimidin-2(1H)-one N1C(=NC=C1)C1=C(C=CC=C1)N1C(NCCC1)=O